COC=1C=C(CCC2=CC(=NN2)NC(C2=CC=C(C=C2)N2C[C@H](N([C@H](C2)C)CC2=CC(=CC=C2)C2C(NC(CC2)=O)=O)C)=O)C=C(C1)OC N-(5-(3,5-dimethoxyphenethyl)-1H-pyrazol-3-yl)-4-((3R,5S)-4-(3-(2,6-dioxopiperidin-3-yl)benzyl)-3,5-dimethylpiperazin-1-yl)benzamide